Ethyl (S)-3-(2',4'-Difluoro-6-methylbiphenyl-3-yl)-3-(3-(4-hydroxy-1-methyl-2-oxo-1,2-dihydropyridin-3-yl)ureido)propanoat FC1=C(C=CC(=C1)F)C1=CC(=CC=C1C)[C@H](CC(=O)OCC)NC(=O)NC=1C(N(C=CC1O)C)=O